(R)-6-hydroxy-2,5,7,8-tetramethyl-chroman-2-carboxylic acid OC=1C(=C2CC[C@@](OC2=C(C1C)C)(C(=O)O)C)C